20-methylhenicosan-1-ol CC(CCCCCCCCCCCCCCCCCCCO)C